N[C@H](C(=O)N[C@@H]([C@H](O)C)C(=O)N[C@H](C(=O)OC)CCNC(=O)OC(C)(C)C)CCNC(=O)OC(C)(C)C methyl (2S)-2-[(N-{(2S)-2-amino-4-[(tert-butoxycarbonyl)amino]butanoyl}-L-threonyl)amino]-4-[(tert-butoxycarbonyl)amino]butanoate